1-(trifluoromethylsulfonyl)benzimidazole (2S,3S)-ethyl-3-((2-chloro-6-(phenylethynyl)pyrimidin-4-yl)amino)bicyclo[2.2.2]octane-2-carboxylate C(C)OC(=O)[C@H]1C2CCC([C@@H]1NC1=NC(=NC(=C1)C#CC1=CC=CC=C1)Cl)CC2.FC(S(=O)(=O)N2C=NC1=C2C=CC=C1)(F)F